NC=1C(=C(C=CC1)C=1C(=C(C=CC1)C1=CC=C(C(=N1)OC)C=O)Cl)C 6-(3-(3-amino-2-methylphenyl)-2-chlorophenyl)-2-methoxypyridine-3-carboxaldehyde